(1R,6R,8aS)-6-[8-Amino-1-(4-{(1R)-1-hydroxy-1-[3-(trifluoromethyl)phenyl]ethyl}phenyl)-imidazo[1,5-a]pyrazin-3-yl]-1-(trifluoromethyl)hexahydroindolizin-3(2H)-on NC=1C=2N(C=CN1)C(=NC2C2=CC=C(C=C2)[C@](C)(C2=CC(=CC=C2)C(F)(F)F)O)[C@H]2CN1C(C[C@H]([C@@H]1CC2)C(F)(F)F)=O